styrene ethyl-methacrylate C(C)OC(C(=C)C)=O.C=CC1=CC=CC=C1